BrC1=C2CCCN3C2=C(C=C1)N(C3=O)N3C(CCCC3=O)=O (7-bromo-2-oxo-5,6-dihydro-4H-imidazo[4,5,1-ij]quinolin-1(2H)-yl)piperidine-2,6-dione